ClC1=NC(=NC(=N1)C1=CC=C(C=C1)F)C1=CC=C(C=C1)F 2-chloro-4,6-bis(4'-fluorophenyl)-1,3,5-triazine